2-Fluoro-8-methyl-8-(1-(2,2,2-trifluoroethyl)-1H-pyrazol-4-yl)-7,8-dihydro-6H-cyclopenta[e]pyrazolo[1,5-a]pyrimidine-6-carboxylic acid FC1=NN2C(N=CC3=C2C(CC3C(=O)O)(C=3C=NN(C3)CC(F)(F)F)C)=C1